N-(4-aminobutyl)-3-(6-morpholino-1H-benzo[d]imidazol-2-yl)-1H-indazole-5-carboxamide NCCCCNC(=O)C=1C=C2C(=NNC2=CC1)C1=NC2=C(N1)C=C(C=C2)N2CCOCC2